FC=1C=C(C=CC1F)C[C@H](C(=O)O)C(CN1[C@@H](CCC[C@@H]1C)C)=O (2S)-3-(3,4-difluorophenyl)-2-{2-[(2R,6S)-2,6-dimethylpiperidin-1-yl]acetyl}propanoic acid